N,N'-di-[3-(benzenesulfonyloxy)-5-methyl-phenyl]urea C1(=CC=CC=C1)S(=O)(=O)OC=1C=C(C=C(C1)C)NC(=O)NC1=CC(=CC(=C1)C)OS(=O)(=O)C1=CC=CC=C1